tert-butyl(6-((4-((4-amino-2-butyl-1H-imidazo[4,5-c]quinolin-1-yl)methyl)phenyl)amino)-6-oxohexyl)carbamate C(C)(C)(C)OC(NCCCCCC(=O)NC1=CC=C(C=C1)CN1C(=NC=2C(=NC=3C=CC=CC3C21)N)CCCC)=O